ClC1=C(C=C(C=C1)CC(=O)O)NC(=S)C1=C(C=C(C=C1C)OCC[C@@H]1OCCCC1)C {4-Chloro-3-[(2,6-dimethyl-4-{2-[(2R)-oxan-2-yl]ethoxy}benzene-1-carbothioyl)amino]phenyl}acetic acid